1H-pyrazole dihydrochloride Cl.Cl.N1N=CC=C1